7-(4-Fluoro-2-methyl-1,3-benzoxazol-6-yl)-2-piperazin-1-yl-thiazolo[3,2-a]pyrimidin-5-on FC1=CC(=CC2=C1N=C(O2)C)C=2N=C1N(C(C2)=O)C=C(S1)N1CCNCC1